CC1=CC=C(C=C1)C=1CC2=CC=CC=C2C1 2-(4-methylphenyl)indene